(R)-5-(4-(4-(((R)-1-(2,4-dichlorophenyl)ethyl)amino)-5-fluoropyrimidin-2-yl)piperazine-1-carbonyl)pyrrolidin-2-one ClC1=C(C=CC(=C1)Cl)[C@@H](C)NC1=NC(=NC=C1F)N1CCN(CC1)C(=O)[C@H]1CCC(N1)=O